N-Pyridoxyl-1-Amino-Cyclopropanecarboxylic Acid C(C=1C(CO)=CN=C(C)C1O)NC1(CC1)C(=O)O